rac-(3s,4s)-1-benzyl-4-(1-methyl-2-oxo-1,2-dihydropyridin-3-yl)pyrrolidine-3-carbonitrile C(C1=CC=CC=C1)N1C[C@H]([C@H](C1)C=1C(N(C=CC1)C)=O)C#N |r|